(6-((5-Bromo-2-((2-methoxy-5-(1-methyl-1H-pyrazol-4-yl)-4-(piperazine-1-yl)phenyl)amino)pyrimidin-4-yl)amino)-2,3-dimethylphenyl)dimethylphosphine oxide BrC=1C(=NC(=NC1)NC1=C(C=C(C(=C1)C=1C=NN(C1)C)N1CCNCC1)OC)NC1=CC=C(C(=C1P(C)(C)=O)C)C